FC(C(=O)O)(F)F.ClC1=C(C=C(C=C1)C(CNC1CCC(CC1)(C)O)C1=CC=CC=C1)C=1C(=CC=C(C1F)OCCOC)C(=O)N 2'-chloro-6-fluoro-5'-(2-(((1r,4r)-4-hydroxy-4-methylcyclohexyl)amino)-1-phenylethyl)-5-(2-methoxyethoxy)-[1,1'-biphenyl]-2-carboxamide trifluoroacetate